7-amino-4-ethyl-3-oxo-3,4-dihydro-2H-benzo[b][1,4]oxazine-6-carboxylate NC=1C(=CC2=C(OCC(N2CC)=O)C1)C(=O)[O-]